4-((2-(4-(2-(2-aminopyridin-3-yl)-5-(4-fluorophenyl)-3H-imidazo[4,5-b]pyridin-3-yl)benzyl)-2-azaspiro[3.5]nonan-7-yl)amino)pyrimidine-2-carbonitrile NC1=NC=CC=C1C1=NC=2C(=NC(=CC2)C2=CC=C(C=C2)F)N1C1=CC=C(CN2CC3(C2)CCC(CC3)NC3=NC(=NC=C3)C#N)C=C1